BrC1=C(C(=C(C=C1)OC)[N+](=O)[O-])[N+](=O)[O-] 1-bromo-4-methoxy-2,3-dinitrobenzene